O=C1NC(CCC1N1C(C2=CC=C(C=C2C1)CN1CCC(CC1)N1CCN(CC1)C1=C(C=C(C=C1)NC(C1=CC(=C(C=C1)C)C#CC1=CN=C2N1N=CC=C2)=O)C(F)(F)F)=O)=O N-(4-(4-(1-((2-(2,6-dioxopiperidin-3-yl)-1-oxoisoindolin-5-yl)methyl)piperidin-4-yl)piperazin-1-yl)-3-(trifluoromethyl)phenyl)-3-(imidazo[1,2-b]pyridazin-3-ylethynyl)-4-methylbenzamide